1-[2-(5-{1-[(6,7-dimethoxy-2-methylquinazolin-4-yl)amino]ethyl}thiophen-2-yl)phenyl]prop-2-yn-1-ol COC=1C=C2C(=NC(=NC2=CC1OC)C)NC(C)C1=CC=C(S1)C1=C(C=CC=C1)C(C#C)O